C(C1=CC=CC=C1)OC(C)C1=C(C(=CC(=C1)Cl)O)S(=O)(=O)NC(C(=O)[O-])C(C)C1=C(C(=CC=C1F)C)C 2-[1-(benzyloxy)ethyl]-4-chloro-6-hydroxybenzenesulfonamido-3-(6-fluoro-2,3-dimethylphenyl)butanoate